2-[1H-benzimidazol-2-yl-[1-(2-trimethylsilylethoxymethyl)-5,6-dihydro-4H-cyclopenta[c]pyrazol-3-yl]methyl]-6-[4-(1-methyl-4-piperidinyl)phenyl]isoindolin-1-one N1C(=NC2=C1C=CC=C2)C(N2C(C1=CC(=CC=C1C2)C2=CC=C(C=C2)C2CCN(CC2)C)=O)C=2C1=C(N(N2)COCC[Si](C)(C)C)CCC1